FC(C(=O)O)(F)F.FC(C(=O)O)(F)F.C1NCC12CC(C2)OC=2C(C=C(OC2)CN2CC1=CC=CC=C1CC2)=O 5-((2-Azaspiro[3.3]-heptan-6-yl)oxy)-2-((3,4-dihydroisoquinolin-2(1H)-yl)methyl)-4H-pyran-4-one bis-trifluoroacetate